BrC=1N=C2N(C1Br)CCC2O 2,3-dibromo-6,7-dihydro-5H-pyrrolo[1,2-a]imidazol-7-ol